5-phenyl-benzothiazol C1(=CC=CC=C1)C=1C=CC2=C(N=CS2)C1